N1-Cyclohexyl-N2-Methyl-1,2-Propandiamin C1(CCCCC1)NCC(C)NC